N[C@@H]1CN(CC1)C1C2CC3(CC(CC1C3)C2)C(=O)NC2=CC(=C(C=C2)NC2=NC=C(C(=N2)NC2=C(C=CC=C2C(NC)=O)C)C(F)(F)F)OC (trans)-4-((S)-3-aminopyrrolidin-1-yl)-N-(3-methoxy-4-((4-((2-methyl-6-(methylcarbamoyl)phenyl)amino)-5-(trifluoromethyl)pyrimidin-2-yl)amino)phenyl)adamantan-1-carboxamide